N1=CC=CC2=CC=C3C(=C12)C(=CC=C3)CCCCCCCC\C=C/CCCCCCCC(=O)[O-] benzoquinoline-10-oleate